tris{3,5-bis(trifluoromethyl)phenyl}-phosphine FC(C=1C=C(C=C(C1)C(F)(F)F)P(C1=CC(=CC(=C1)C(F)(F)F)C(F)(F)F)C1=CC(=CC(=C1)C(F)(F)F)C(F)(F)F)(F)F